5-bromo-4,6-dimethyl-pyrimidine-2-carbonitrile BrC=1C(=NC(=NC1C)C#N)C